(E)-2-((2S,3S,12bS)-3-ethyl-8-methoxy-1,2,3,4,6,7,12,12b-octahydroindolo[2,3-a]quinolizin-2-yl)-3-methoxy-N-phenylacrylamide C(C)[C@@H]1CN2CCC3=C([C@@H]2C[C@@H]1/C(/C(=O)NC1=CC=CC=C1)=C\OC)NC1=CC=CC(=C13)OC